6-cyclopropyl-2-[(2,2-difluoro-1,3-benzodioxol-5-yl)methoxy]-5-[4-(5-methyl-1,1-dioxo-1,2,5-thiadiazolidin-2-yl)piperidine-1-carbonyl]pyridine-3-carbonitrile C1(CC1)C1=C(C=C(C(=N1)OCC1=CC2=C(OC(O2)(F)F)C=C1)C#N)C(=O)N1CCC(CC1)N1S(N(CC1)C)(=O)=O